ClC(C(CCl)Cl)(F)F 1,2,3-trichloro-1,1-difluoropropane